C1(CC1)C1=C(C(=NC=C1)OC)C=1N=CC2=C(N1)C(=NN2COCC[Si](C)(C)C)CC2=CC=C(C=C2)C=2N(C=C(N2)C(F)(F)F)C 5-(4-cyclopropyl-2-methoxypyridin-3-yl)-3-(4-(1-methyl-4-(trifluoromethyl)-1H-imidazol-2-yl)benzyl)-1-((2-(trimethylsilyl)ethoxy)methyl)-1H-pyrazolo[4,3-d]pyrimidine